C1NCC12CC(C2)N2CCN(CC2)C2=CC(=C(C(=O)N(C)C)C(=C2)F)F 4-(4-(2-azaspiro[3.3]heptan-6-yl)piperazin-1-yl)-2,6-difluoro-N,N-dimethylbenzamide